4-(2,4-dimethoxybenzyl)-2-methylmorpholin-3-one COC1=C(CN2C(C(OCC2)C)=O)C=CC(=C1)OC